(S)-3-Chloro-N1-{2-methyl-4-[1,2,2,2-tetrafluoro-1-(trifluoromethyl)ethyl]phenyl}-N2-(1-methyl-2-methylsulfonylethyl)phthalamid ClC1=C(C(C(=O)NC2=C(C=C(C=C2)C(C(F)(F)F)(C(F)(F)F)F)C)=CC=C1)C(=O)N[C@H](CS(=O)(=O)C)C